C(C)(C)[C@@H]1[C@H](C1)C=1C=C(N=NC1OC)C=1C(NC(NC1)=O)=O 5-(5-((1S,2R)-2-isopropylcyclopropyl)-6-methoxypyridazine-3-yl)pyrimidine-2,4(1H,3H)-dione